pentaerythritol-tetrakis(3-myristyl thiopropionate) C(CCCCCCCCCCCCC)CCC(=S)OCC(COC(CCCCCCCCCCCCCCCC)=S)(COC(CCCCCCCCCCCCCCCC)=S)COC(CCCCCCCCCCCCCCCC)=S